N-ethyl-3-pyrrolidone C(C)N1CC(CC1)=O